3,4,5-tris(dimethylaminomethyl)phenol CN(C)CC=1C=C(C=C(C1CN(C)C)CN(C)C)O